[N+](=O)([O-])C1=CC(=C(N)C=C1)OCC#C 4-nitro-2-(2-propynyloxy)aniline